2-methyl-N5-(5-methyl-7-morpholinylbenzo[c][1,2,5]oxadiazol-4-yl)-1,3,4-thiadiazole-2,5-diamine CC1(SC(=NN1)NC1=C(C=C(C2=NON=C21)N2CCOCC2)C)N